1-(4-((4-(1H-pyrazol-1-yl)benzyl)(3-methoxybenzyl)amino)benzyl)piperazin-2-one N1(N=CC=C1)C1=CC=C(CN(C2=CC=C(CN3C(CNCC3)=O)C=C2)CC2=CC(=CC=C2)OC)C=C1